4-{6-[2-fluoro-1-(fluoromethyl)ethoxy]-2,4-dioxo-3-(3-(thiophen-3-yl)benzyl)-3,4-dihydroquinazolin-1(2H)-yl}piperidine-1-carbaldehyde FCC(OC=1C=C2C(N(C(N(C2=CC1)C1CCN(CC1)C=O)=O)CC1=CC(=CC=C1)C1=CSC=C1)=O)CF